(R)-(1-(4-chloro-6-morpholinylpyridin-2-yl)-5-oxopyrrolidin-3-yl)carbamic acid tert-butyl ester C(C)(C)(C)OC(N[C@H]1CN(C(C1)=O)C1=NC(=CC(=C1)Cl)N1CCOCC1)=O